NC1=CC(=C2NC(CCCCC[C@](C3=NN=C(C1=N2)O3)(O)C(F)(F)F)(C)C)C(F)F (6R)-17-amino-15-(difluoromethyl)-12,12-dimethyl-6-(trifluoromethyl)-19-oxa-3,4,13,18-tetraazatricyclo[12.3.1.12,5]nonadeca-1(18),2,4,14,16-penta-en-6-ol